6-chloro-3,4-dihydro-1,7-naphthyridine-1(2H)-carboxylic acid tert-butyl ester C(C)(C)(C)OC(=O)N1CCCC2=CC(=NC=C12)Cl